NC1=NC=CC2=C1N(C(N2C2CN(CCC2)C(=O)C(C#N)=C[C@@H]2C(C2)(F)F)=O)C2=CC=C(C=C2)OC2=CC=CC=C2 (R)-2-(3-(4-amino-2-oxo-3-(4-phenoxyphenyl)-2,3-dihydro-1H-imidazo[4,5-c]pyridin-1-yl)piperidine-1-carbonyl)-3-(2,2-difluorocyclopropyl)acrylonitrile